C(C)N1C(CCC12CCC(CC2)NC(=O)[C@H]2CCN(C1(CC1)C2)C(=O)C2=NNC(=C2)C2=CC(=NC=C2F)OC)=O (S)-N-((5S,8r)-1-ethyl-2-oxo-1-azaspiro[4.5]decan-8-yl)-4-(5-(5-fluoro-2-methoxypyridin-4-yl)-1H-pyrazole-3-carbonyl)-4-azaspiro[2.5]octane-7-carboxamide